C(C1=CC=CC=C1)CC benzylethane